ClC=1C=C(C=CC1C(=O)N1CCC(CC1)C(=O)N1CCNCC1)NC(=O)C=1N(C=CN1)C N-[3-Chloro-4-[4-(Piperazine-1-Carbonyl)Piperidine-1-Carbonyl]Phenyl]-1-Methyl-Imidazole-2-Carboxamide